(3aS,4R,7S,7aR)-2,2-dimethyl-6-oxotetrahydro-4,7-methano[1,3]dioxolo[4,5-c]pyridine-5(4H)-carboxylic acid tert-butyl ester C(C)(C)(C)OC(=O)N1[C@H]2[C@H]3[C@@H]([C@@H](C1=O)C2)OC(O3)(C)C